BrC=1C=CC(=NC1)C(C)NC(OC(C)(C)C)=O tert-butyl N-[1-(5-bromopyridin-2-yl)ethyl]carbamate